C1(=CC=CC=C1)NC1=CC=NC2=CC=CC=C12 N-phenyl-quinoline-4-amine